1-[3-[4-[2-[4-(6-methyl-1,2,4,5-tetrazin-3-yl)phenyl]acetyl]piperazin-1-yl]propyl]pyrrole-2,5-dione CC1=NN=C(N=N1)C1=CC=C(C=C1)CC(=O)N1CCN(CC1)CCCN1C(C=CC1=O)=O